6'-fluoro-N-(4-fluoro-3-((2-(2-oxopyrrolidin-1-yl)ethyl)amino)benzyl)-1'-methyl-4'-oxo-3',4'-dihydro-1'H-spiro[piperidine-4,2'-quinoline]-1-carboxamide FC=1C=C2C(CC3(N(C2=CC1)C)CCN(CC3)C(=O)NCC3=CC(=C(C=C3)F)NCCN3C(CCC3)=O)=O